5-benzyl-N-(5-cyclopropyl-2-methoxy-[3,4'-bipyridin]-2'-yl)-4H-1,2,4-triazole-3-carboxamide C(C1=CC=CC=C1)C=1NC(=NN1)C(=O)NC1=NC=CC(=C1)C=1C(=NC=C(C1)C1CC1)OC